N-((4'-fluoro-3'-methoxy-[1,1'-biphenyl]-3-yl)sulfonyl)-5-(4-fluorophenoxy)-1H-indole-2-carboxamide FC1=C(C=C(C=C1)C1=CC(=CC=C1)S(=O)(=O)NC(=O)C=1NC2=CC=C(C=C2C1)OC1=CC=C(C=C1)F)OC